4-[5-(4-phenylpyrazol-1-yl)-2-(2-pyridinyl)pyrazolo[1,5-a]pyrimidin-7-yl]morpholine aluminium-aluminium [Al].[Al].C1(=CC=CC=C1)C=1C=NN(C1)C1=NC=2N(C(=C1)N1CCOCC1)N=C(C2)C2=NC=CC=C2